ClC=1C=C2C(=NC=NC2=C(C1C1=C(C=CC=C1O)F)F)N1CCN(CC1)C(=O)\C(\C#N)=C\C1=CN=CS1 (E)-2-(4-(6-chloro-8-fluoro-7-(2-fluoro-6-hydroxy-phenyl)quinazolin-4-yl)piperazine-1-carbonyl)-3-(thiazol-5-yl)acrylonitrile